7-bromo-6-chloro-5-(2-chloro-6-fluorophenyl)-1,3-dihydro-1,4-benzodiazepine-2-thione BrC=1C=CC2=C(C(=NCC(N2)=S)C2=C(C=CC=C2F)Cl)C1Cl